2-(bis(3-(2-methoxyethoxy)benzyl)amino)oxazole-4-carboxylic acid ethyl ester C(C)OC(=O)C=1N=C(OC1)N(CC1=CC(=CC=C1)OCCOC)CC1=CC(=CC=C1)OCCOC